4,4'-(octane-1,8-diylbis(sulfanediyl))bis(4-methylpentan-2-one) C(CCCCCCCSC(CC(C)=O)(C)C)SC(CC(C)=O)(C)C